3-(4-(((dimethylamino)methylene)amino)-1-(4-(trifluoromethoxy)phenyl)-1H-pyrazolo[3,4-b]pyridin-3-yl)azetidine-1-carboxylic acid (E)-tert-butyl ester C(C)(C)(C)OC(=O)N1CC(C1)C1=NN(C2=NC=CC(=C21)/N=C/N(C)C)C2=CC=C(C=C2)OC(F)(F)F